IC1=C(C=C(C(=C1)C)C)[N+](=O)[O-] iodo-4,5-dimethyl-2-nitrobenzene